COC1=C(C=C(CCN)C=C1OC)SCC 4,5-dimethoxy-3-ethylsulfanylphenethylamine